NC1=NC=CC(=C1)C1=C(C=2C(N(C(CC2N1)C)C)=O)NC1=C(C=CC=C1)F 2-(2-aminopyridin-4-yl)-3-(2-fluoroanilino)-5,6-dimethyl-1,5,6,7-tetrahydro-4H-pyrrolo[3,2-c]pyridin-4-one